NC(C(=O)N)=CC=1C(NC2=CC=C(C=C2C1)C)=O 2-amino-3-(6-methyl-2-oxo-1,2-dihydroquinolin-3-yl)propenamide